(S)-Ethyl 2-(N-(1-(benzyloxy)allyl)-4-nitrophenylsulfonamido)pent-4-enoate C(C1=CC=CC=C1)OC(C=C)N(S(=O)(=O)C1=CC=C(C=C1)[N+](=O)[O-])[C@H](C(=O)OCC)CC=C